1-(4-Hydroxyphenyl)-2-methoxyethan-1-one OC1=CC=C(C=C1)C(COC)=O